3-(1-methyl-1H-pyrazol-4-yl)-N-((7-methyl-3H-imidazo[4,5-b]pyridin-2-yl)methyl)-6-morpholinoimidazo[1,2-b]pyridazin-8-amine CN1N=CC(=C1)C1=CN=C2N1N=C(C=C2NCC2=NC=1C(=NC=CC1C)N2)N2CCOCC2